N1=C(C=CC(=C1)OC[C@@H](N)C1=CC=CC=C1)C1=NC=CC=C1 (S)-2-([2,2'-bipyridin]-5-yloxy)-1-phenylethan-1-amine